ClC1=C(C=CC(=C1)Cl)C1(OCC(O1)COC1=CC=C(C=C1)N1CCN(CC1)C1=CC=C(C=C1)N1C(N(N=C1)CC)=O)CN1N=CN=C1 4-[4-[4-[4-[[2-(2,4-Dichlorophenyl)-2-(1H-1,2,4-triazol-1-ylmethyl)-1,3-dioxolan-4-yl]methoxy]phenyl]-1-piperazinyl]phenyl]-2,4-dihydro-2-ethyl-3H-1,2,4-triazol-3-one